3-(2-methoxyethyl)-1,8-dimethyl-5-[[(1R)-1-[3-(difluoromethyl)-2-fluoro-phenyl]ethyl]amino]imidazo[4,5-g]phthalazin-2-one COCCN1C(N(C2=CC=3C(=NN=C(C3C=C21)N[C@H](C)C2=C(C(=CC=C2)C(F)F)F)C)C)=O